benzyl-(2-methyl-4-nitrophenyl)sulfane C(C1=CC=CC=C1)SC1=C(C=C(C=C1)[N+](=O)[O-])C